4-((4-(6',8'-dihydro-2H-spiro[benzofuran-3,9'-pyrido[3',2':4,5]imidazo[2,1-c][1,4]oxazin]-2'-yl)pyridin-2-yl)oxy)cyclohexanol N1=C(C=CC=2N=C3COCC4(N3C21)COC2=C4C=CC=C2)C2=CC(=NC=C2)OC2CCC(CC2)O